6-nitro-N-(4-(4-(tert-butoxycarbonyl)piperazin-1-yl)phenyl)-4-trifluoromethylquinolin-2-amine [N+](=O)([O-])C=1C=C2C(=CC(=NC2=CC1)NC1=CC=C(C=C1)N1CCN(CC1)C(=O)OC(C)(C)C)C(F)(F)F